ICC1=CC=C(C(=O)OC)C=C1 methyl 4-(iodomethyl)benzoate